7-cyclopropyl-N-[(3R)-1,1-dioxo-2,3-dihydrothiophen-3-yl]-2-methoxy-8-[(thiophen-3-ylamino)carbonyl]quinoline-3-carboxamide C1(CC1)C1=CC=C2C=C(C(=NC2=C1C(=O)NC1=CSC=C1)OC)C(=O)N[C@H]1CS(C=C1)(=O)=O